P(=O)(O)(O)C(CCCCCCCCCCOC1=CC(=C2C(C=C(OC2=C1)C1=CC=C(C=C1)O)=O)O)P(=O)(O)O 7-(11,11-bisphosphonoundecanoxy)-4',5-dihydroxyflavone